ClC1=C(C=C2CN(C(C2=C1)=O)C1C(NC(CC1)=O)=O)C(=O)O 6-chloro-2-(2,6-dioxopiperidin-3-yl)-1-oxoisoindoline-5-carboxylic acid